FC1C(CNCC1)N 4-fluoropiperidin-3-amine